8-chloro-2-(6-methoxy-3-pyridyl)-3,4-dihydroquinazoline-4-carboxylic acid ClC=1C=CC=C2C(NC(=NC12)C=1C=NC(=CC1)OC)C(=O)O